Cl.NC\C=C(\CN1N=NC2=C1C=C(C=C2C2=CC(=CC=C2)S(=O)(=O)C)C(=O)N2CCCC2)/F (Z)-(1-(4-amino-2-fluorobut-2-en-1-yl)-4-(3-(methylsulfonyl)phenyl)-1H-benzo[d][1,2,3]triazol-6-yl)(pyrrolidin-1-yl)methanone hydrochloride